CC=1C2=C(N(N1)CC(C)(C)C)SC(=C2)C(=O)O 3-methyl-1-neopentyl-1H-thieno[2,3-c]pyrazole-5-carboxylic acid